N-(4-(2-(3-(cyclohexylamino)-7-(3,5-dimethylisoxazol-4-yl)imidazo[1,2-a]pyridin-2-yl)ethyl)phenyl)-8-((2-(2,6-dioxopiperidin-3-yl)-1,3-dioxoisoindolin-4-yl)amino)octanamide C1(CCCCC1)NC1=C(N=C2N1C=CC(=C2)C=2C(=NOC2C)C)CCC2=CC=C(C=C2)NC(CCCCCCCNC2=C1C(N(C(C1=CC=C2)=O)C2C(NC(CC2)=O)=O)=O)=O